5,13-Dimethylpentatriacontane CC(CCCC)CCCCCCCC(CCCCCCCCCCCCCCCCCCCCCC)C